C(C1=CC=CC=C1)C(C1=CC=CC=C1)(CC1=CC=CC=C1)CC1=CC=CC=C1 dibenzylbenzyltoluene